3-(8,9-difluoro-2-(piperidine-1-carbonyl)-1,2,3,4-tetrahydro-[1,4]diazepino[6,7,1-hi]indol-7-yl)-4-(imidazo[1,2-a]pyridin-3-yl)-1H-pyrrole-2,5-dione FC1=C2C(=CN3C2=C(C=C1F)CN(CC3)C(=O)N3CCCCC3)C=3C(NC(C3C3=CN=C1N3C=CC=C1)=O)=O